6-propionamido-N-(4-(trifluoromethoxy)phenyl)-2-azaspiro[3.3]heptane-2-carboxamide C(CC)(=O)NC1CC2(CN(C2)C(=O)NC2=CC=C(C=C2)OC(F)(F)F)C1